4,7-diazaspiro[2.5]octan C1CC12NCCNC2